COC(C(=[N+]=[N-])C=1N=C(SC1)Br)=O.FC1=C(OC2=CC=C(C=C2)C=2N=C(N3C2C(=NC=C3)C)[C@H]3N(CCCC3)C(C=C)=O)C=CC=C1OC (S)-1-(2-(1-(4-(2-fluoro-3-methoxyphenoxy)phenyl)-8-methylimidazo[1,5-a]pyrazin-3-yl)piperidin-1-yl)prop-2-en-1-one Methyl-2-(2-bromothiazol-4-yl)-2-diazoacetate